3-(4-(2-chloro-5-fluorophenyl)piperidine-1-carbonyl)-1,4,5,7-tetrahydro-6H-pyrazolo[3,4-c]pyridine-6-carboxylic acid tert-butyl ester C(C)(C)(C)OC(=O)N1CC2=C(CC1)C(=NN2)C(=O)N2CCC(CC2)C2=C(C=CC(=C2)F)Cl